ClC1=C(N(C(C2=C(C=CC=C12)C=1C=NC(=CC1)OCC)=O)C1=CC=CC=C1)[C@H](C)NC=1C2=C(N=CN1)NC=CC2=O (S)-4-((1-(4-chloro-8-(6-ethoxypyridin-3-yl)-1-oxo-2-phenyl-1,2-dihydroisoquinolin-3-yl)ethyl)amino)pyrido[2,3-d]pyrimidin-5(8H)-one